5-(4-methylphenoxycarbonyl)-7-oxo-bicyclo[2.2.1]Hept-2-ene CC1=CC=C(OC(=O)C2C3C=CC(C2)C3=O)C=C1